((2,3-bis(oleoyloxy)propyl))dimethylammonium phosphate P(=O)([O-])([O-])[O-].C(CCCCCCC\C=C/CCCCCCCC)(=O)OC(C[NH+](C)C)COC(CCCCCCC\C=C/CCCCCCCC)=O.C(CCCCCCC\C=C/CCCCCCCC)(=O)OC(C[NH+](C)C)COC(CCCCCCC\C=C/CCCCCCCC)=O.C(CCCCCCC\C=C/CCCCCCCC)(=O)OC(C[NH+](C)C)COC(CCCCCCC\C=C/CCCCCCCC)=O